CN([C@@H]1CN(CC1)C1=C(C=C(C=C1F)NC1=NC=C(C(=N1)N1OCC[C@H]1C1=CC=CC=C1)C(F)(F)F)F)C N-(4-((S)-3-(dimethylamino)pyrrolidin-1-yl)-3,5-difluorophenyl)-4-((S)-3-phenylisooxazolidin-2-yl)-5-(trifluoromethyl)pyrimidin-2-amine